1,3-dioxo-2-(2,6-dioxopiperidin-3-yl)-4-aminoisoindoline O=C1N(C(C2=C(C=CC=C12)N)=O)C1C(NC(CC1)=O)=O